1-N'-[5-fluoro-6-[7-methoxy-6-[3-(methoxymethyl)-1,2,4-oxadiazol-5-yl]quinolin-4-yl]oxypyridin-3-yl]-1-N-(4-fluorophenyl)cyclopropane-1,1-dicarboxamide FC=1C=C(C=NC1OC1=CC=NC2=CC(=C(C=C12)C1=NC(=NO1)COC)OC)NC(=O)C1(CC1)C(=O)NC1=CC=C(C=C1)F